COC1=C(C=C(C=N1)C=1C=C2CC(C(C2=CC1)NC(O[C@@H]1CN2CCC1CC2)=O)(C)C)C(F)(F)F (S)-quinuclidin-3-yl (5-(6-methoxy-5-(trifluoromethyl)pyridin-3-yl)-2,2-dimethyl-2,3-dihydro-1H-inden-1-yl)carbamate